2-n-propyl-4,5-dihydro-1,3-oxazole C(CC)C=1OCCN1